4-(1-methyl-3-(1-methyl-1H-imidazol-4-yl)-1H-pyrazol-4-yl)-1H-pyrrolo[2,3-b]pyridine CN1N=C(C(=C1)C1=C2C(=NC=C1)NC=C2)C=2N=CN(C2)C